OC=1C=C(C=CC1OC)/C=C/C(=O)C1=C(C=C(C=C1OC)O[C@@H]1OC([C@H]([C@H](C1O)O)O)CO[C@@H]1OC([C@@H]([C@@H](C1O)O)O)C)O (E)-3-(3-Hydroxy-4-methoxyphenyl)-1-[2-hydroxy-6-methoxy-4-[(2S,4R,5S)-3,4,5-trihydroxy-6-[[(2R,4S,5R)-3,4,5-trihydroxy-6-methyloxan-2-yl]oxymethyl]oxan-2-yl]oxyphenyl]prop-2-en-1-one